3-(5-(4-morpholinophenyl)-1,2,4-oxadiazol-3-yl)pyrrolidine-1-carbonitrile O1CCN(CC1)C1=CC=C(C=C1)C1=NC(=NO1)C1CN(CC1)C#N